FC1=CC=C(C=C1)P(O)(O)=O 4-fluorophenyl-phosphonic acid